(E)-ethyl 6-methyl-4-(4-(3-(pyridin-4-yl)acryloyloxy)phenyl)-2-thioxo-1,2,3,4-tetrahydropyrimidine-5-carboxylate CC1=C(C(NC(N1)=S)C1=CC=C(C=C1)OC(\C=C\C1=CC=NC=C1)=O)C(=O)OCC